COC(C)OCC(C)N 1-(1-methoxyethoxy)-propan-2-amine